2,2,2-Trifluoro-N-(2-fluoro-3-hydroxy-5-(3-methyl-5-(7-oxa-4-azaspiro[2.5]octan-4-yl)-1H-pyrazolo[3,4-c]pyridin-1-yl)phenyl)acetamide FC(C(=O)NC1=C(C(=CC(=C1)N1N=C(C=2C1=CN=C(C2)N2C1(CC1)COCC2)C)O)F)(F)F